(R)-(+)-2-(BENZYLCARBONYLAMINO)-3-PHENYLPROPANAL C1=CC=C(C=C1)C[C@H](C=O)NC(=O)OCC2=CC=CC=C2